COC1=C(C=CC=C1)C1CCCC=2N=C3N(C=C(C=C3)C=3C=NC(=NC3)N3CCOCCC3)C21 4-(5-(9-(2-methoxyphenyl)-6,7,8,9-tetrahydrobenzo[4,5]imidazo[1,2-a]pyridin-2-yl)pyrimidin-2-yl)-1,4-oxazepane